tert-butyl N-(2-hydroxyethyl)-carbamate OCCNC(OC(C)(C)C)=O